C(C1=CC=CC=C1)C1(NCCC2=CC=CC=C12)S(=O)(=O)N 3-Cis-benzyl-tetrahydroisoquinolinesulfonamide